OC1=CC=C(C=C1)/C=C/C(=O)C1=CC=C(OCC#N)C=C1 2-[4-[(E)-3-(4-Hydroxyphenyl)prop-2-enoyl]phenoxy]acetonitrile